(Z)-Ethyl (3-(2-fluoro-6-methoxyphenyl)thiazolidin-2-ylidene)carbamate FC1=C(C(=CC=C1)OC)N1/C(/SCC1)=N/C(OCC)=O